CC1([C@H]2CN([C@@H]([C@@H]12)C(=O)OC)C([C@@H](NC(C(F)(F)F)=O)C1(CC1)C)=O)C methyl (1R,2S,5S)-6,6-dimethyl-3-[(2S)-2-(1-methylcyclopropyl)-2-[(2,2,2-trifluoroacetyl)amino]acetyl]-3-azabicyclo[3.1.0]hexane-2-carboxylate